methyl 2-bromo-6-cyano-pyridine-4-carboxylate BrC1=NC(=CC(=C1)C(=O)OC)C#N